1-benzyl-6-methoxy-6',7'-dihydrospiro-[piperidine-4,4-thieno[3,2-c]pyran] C(C1=CC=CC=C1)N1CCC2(OCCC3=C2C=CS3)CC1OC